15-octadecyl-1,4,7,10,13-pentoxahexadecane C(CCCCCCCCCCCCCCCCC)C(COCCOCCOCCOCCO)C